tert-Butyl 2-[1-(2-furo[3,2-c]pyridin-2-yl-6-methyl-4-oxo-chromen-8-yl)ethylamino]benzoate O1C(=CC=2C=NC=CC21)C=2OC1=C(C=C(C=C1C(C2)=O)C)C(C)NC2=C(C(=O)OC(C)(C)C)C=CC=C2